6-[8-(1,3-benzothiazol-2-ylcarbamoyl)-3,4-dihydroisoquinolin-2(1H)-yl]-3-[5-cyano-2-methyl-1-(tricyclo[3.3.1.13,7]dec-1-ylmethyl)-1H-pyrrol-3-yl]pyridine-2-carboxylic acid S1C(=NC2=C1C=CC=C2)NC(=O)C=2C=CC=C1CCN(CC21)C2=CC=C(C(=N2)C(=O)O)C2=C(N(C(=C2)C#N)CC21CC3CC(CC(C2)C3)C1)C